BrC1=C(C=NN1C(F)F)O[C@@H]1CN(CC1)C(=O)OC(C)(C)C Tert-butyl (S)-3-((5-bromo-1-(difluoromethyl)-1H-pyrazol-4-yl)oxy)pyrrolidine-1-carboxylate